C(C1=CC=CC=C1)OC1=CC=C2C[C@H](C3(C2=C1)CCC(CC3)(C(=O)OC)NC3=CC(=CC=C3)Cl)C[C@H](CO)C methyl (1r,2'R,4R)-6'-(benzyloxy)-4-(3-chloroanilino)-2'-[(2R)-3-hydroxy-2-methylpropyl]-2',3'-dihydrospiro[cyclohexane-1,1'-indene]-4-carboxylate